1,8-bis(dimethylamino)naphthalene methyl-1-({(but-3-yn-1-yl)[(1R)-1-(3,5-diethoxy-4-methylphenyl)ethyl]carbamoyl}amino)-3,3-difluorocyclobutane-1-carboxylate COC(=O)C1(CC(C1)(F)F)NC(N([C@H](C)C1=CC(=C(C(=C1)OCC)C)OCC)CCC#C)=O.CN(C1=CC=CC2=CC=CC(=C12)N(C)C)C